2-((2S,3S)-3-fluoro-2-(2-methoxybenzyl)pyrrolidin-1-yl)-6-morpholinopyrimidin-4(3H)-one F[C@@H]1[C@@H](N(CC1)C1=NC(=CC(N1)=O)N1CCOCC1)CC1=C(C=CC=C1)OC